B([O-])(O)O.CC(C(=O)O)(C(=O)O)F.CC(C(=O)O)(C(=O)O)F.[Li+].[N+](=O)([O-])C=1C=C(C=CC1)N1CCOCC1 4-(3-Nitrophenyl)morpholine Lithium bis(2-methyl-2-fluoromalonate) borate